2-(5-fluoro-1H-indazol-3-yl)-8,8-dimethyl-6,7-dihydro-5H-1,5-naphthyridine FC=1C=C2C(=NNC2=CC1)C1=NC=2C(CCNC2C=C1)(C)C